C(CCC)C1=CC=C(COC(CCC#N)OCC2=CC=C(C=C2)CCCC)C=C1 4,4-bis((4-butylbenzyl)oxy)butanenitrile